COC1=C(C(=CC=C1)OC)S(=O)(=O)NC1=NOC2=C1C(=CC(=C2)CN2N=CC1=C2CN(C1)C#CC)OC 2,6-dimethoxy-N-(4-methoxy-6-((5-propynyl-5,6-dihydropyrrolo[3,4-c]pyrazol-1(4H)-yl)methyl)benzo[d]isoxazol-3-yl)benzenesulfonamide